(S)-N-((6-methyl-1-(4-(trifluoromethyl)phenyl)-1,2,3,4-tetrahydro-1,5-naphthyridin-3-yl)methyl)acetamide CC=1N=C2C[C@H](CN(C2=CC1)C1=CC=C(C=C1)C(F)(F)F)CNC(C)=O